FC=1C=C(C=NC1C)[C@H]1N(OCC1)C(C(C)(C)C)=O 1-[(3S)-3-(5-fluoro-6-methylpyridin-3-yl)-1,2-oxazolidin-2-yl]-2,2-dimethylpropan-1-one